C(C)(=O)N1CCC2(CC1)C(N(C1=CC(=CC=C12)C1=CC2=C(C(=N1)Cl)N(C=N2)C2CC2)C2CC(C2)N2CCCCC2)=O acetyl-6-(4-chloro-3-cyclopropyl-3H-imidazo[4,5-c]pyridin-6-yl)-1-((1s,3s)-3-(piperidin-1-yl)cyclobutyl)spiro[indolin-3,4'-piperidin]-2-one